COC1CCCCO1 6-methoxytetrahydro-2H-pyran